BrC=1C=C2C=C(NC(C2=C(C1)F)=O)C 6-bromo-8-fluoro-3-methylisoquinolin-1(2H)-one